N-Methyl-2,3-difluoropropionamide CNC(C(CF)F)=O